NN1C(=CC2=CC=CC=C12)C(=O)OC(C)C isopropyl 1-amino-1H-indole-2-carboxylate